CN1C2=C(C=3C=CC=CC13)CN(CC2)CCCCNC(=O)C2=CC1=C(NC(N1)=O)C=C2 N-(4-(5-methyl-1,3,4,5-tetrahydro-2H-pyrido[4,3-b]indol-2-yl)butyl)-2-oxo-2,3-dihydro-1H-benzo[d]imidazole-5-carboxamide